6-(4-isopropyl-3-(5-(6-methyl-2,6-diazaspiro[3.3]hept-2-yl)pyridin-2-yl)-1H-pyrazol-5-yl)-8-methoxy-[1,2,4]triazolo[1,5-a]pyridine C(C)(C)C=1C(=NNC1C=1C=C(C=2N(C1)N=CN2)OC)C2=NC=C(C=C2)N2CC1(C2)CN(C1)C